C(C)(C)(C)N(C(=O)OCCC1=C(C=CC(=C1)OC)N)CC#CC=1OC2=C(C1F)C(=CC=C2)C2C(NC(CC2)=O)=O 2-(2-amino-5-methoxyphenyl)ethanol tert-butyl-(3-(4-(2,6-dioxopiperidin-3-yl)-3-fluorobenzofuran-2-yl)prop-2-yn-1-yl)carbamate